(P)-1-(5-chloro-2-methoxy-4-(2,2,2-trifluoroethoxy)phenyl)-N-(isoxazol-3-yl)-2-oxo-1,2-dihydroquinoline-6-sulfonamide ClC=1C(=CC(=C(C1)N1C(C=CC2=CC(=CC=C12)S(=O)(=O)NC1=NOC=C1)=O)OC)OCC(F)(F)F